FC1=CC=CC=2C3CC[C@@]4(C(C[C@H](C4C3CCC12)CCC(=O)NC=1N=NC=CC1)NO)C 3-((13S,15R,E)-4-fluoro-17-(hydroxyamino)-13-methyl-7,8,9,11,12,13,14,15,16,17-decahydro-6H-cyclopenta[a]phenanthren-15-yl)-N-(pyridazine-3-yl)propanamide